N-({4-[2-(2-aminopyridin-3-yl)-5-cyclopropylimidazo[4,5-b]pyridin-3-yl]phenyl}methyl)-2-fluoro-2-(4-formyl-3-hydroxyphenyl)acetamide NC1=NC=CC=C1C1=NC=2C(=NC(=CC2)C2CC2)N1C1=CC=C(C=C1)CNC(C(C1=CC(=C(C=C1)C=O)O)F)=O